N-(2-(2-(1H-tetrazol-5-yl)pyridin-4-yl)-6-hydroxy-5-(2-methoxyphenoxy)pyrimidin-4-yl)-5-methylpyridine-2-sulfonamide N1N=NN=C1C1=NC=CC(=C1)C1=NC(=C(C(=N1)NS(=O)(=O)C1=NC=C(C=C1)C)OC1=C(C=CC=C1)OC)O